NC1=C(C(N(C2=CC(=CC=C12)C(F)F)C1=CC=C(C=C1)N)=O)C(=O)OC([2H])([2H])[2H] methyl-d3 4-amino-1-(4-aminophenyl)-2-oxo-7-(difluoromethyl)-1,2-dihydroquinoline-3-carboxylate